C(=O)(O)C(CCC(=O)O)NC(NC(C(=O)O)CCC(=O)O)=O 2-[3-(1,3-dicarboxypropyl)-ureido]pentanedioic acid